FC1=C(C=C(C=C1)F)C1=C(C(=NC=C1)C1CN(C[C@H](O1)C)C)NC(=O)C=1C=NC(=NC1)C(C)C N-(4-(2,5-difluorophenyl)-2-((6R)-4,6-dimethylmorpholin-2-yl)pyridin-3-yl)-2-isopropylpyrimidine-5-carboxamide